{4-[2-(1,2-oxazol-3-yl) pyrrolidin-1-yl] piperidin-1-yl}-2-azaspiro[3.3]heptane-2-carboxylate O1N=C(C=C1)C1N(CCC1)C1CCN(CC1)C1N(CC12CCC2)C(=O)[O-]